CC=1SC=C(N1)C1=NC=CC(=C1)C1=NOC(=N1)C(F)(F)F 3-(2-(2-methylthiazol-4-yl)pyridin-4-yl)-5-(trifluoromethyl)-1,2,4-oxadiazole